ClC1=CC=C(C(=O)N=C2NC(=C3N2CCC3)C3=CC=C(C=C3)OC)C=C1 4-Chloro-N-(1-(4-methoxyphenyl)-2,5,6,7-tetrahydro-3H-pyrrolo[1,2-c]imidazol-3-ylidene)benzamide